OC1=C(C=CC(=C1)O)S(=O)(=O)N1CC=2C=C(C=C(C2C1)O)O 2-[(2,4-Dihydroxy-phenyl)sulfonyl]isoindoline-4,6-diol